8-(n-butoxy)-tetracyclo[4.4.0.12,5.17,10]-3-dodecene C(CCC)OC1C2C3C4C=CC(C3C(C1)C2)C4